C(C)(C)(C)OC(=O)NC1CCN(CC1)C=1C2=C(N=CN1)C(=CS2)Br N-(tert-butoxycarbonyl)-1-(7-bromothieno[3,2-d]pyrimidin-4-yl)-4-piperidinyl-amine